C(C)(C)(C)OC(=O)N(C)C1=CN=C2C=C(N(C2=C1)C)[Si](F)(C(C)(C)C)C(C)(C)C {2-[di(tert-butyl)(fluoro)silyl]-1-methyl-1H-1,4-diazainden-6-yl}-N-methylamino-carboxylic acid tert-butyl ester